C(C)O[Si](CCCN=C=O)(OCC)OCC 3-(triethoxysilyl)propyl isocyanate